ClC1=CC=C(N=N1)N1CC(NCC1)=O 4-(6-chloropyridazin-3-yl)piperazin-2-one